O1C2(OCC1)CCC1COC2O1 spiro[6,8-dioxabicyclo[3.2.1]octane-4,2'-[1,3]dioxolane]